(1R,2R,3R)-N-[7-chloro-6-[4-((3S,4S)-4-hydroxy-3-methyl-tetrahydrofuran-3-yl)piperazin-1-yl]-3-isoquinolinyl]-2-methyl-3-(1-methylpyrazol-3-yl)cyclopropanecarboxamide ClC1=C(C=C2C=C(N=CC2=C1)NC(=O)[C@@H]1[C@@H]([C@H]1C1=NN(C=C1)C)C)N1CCN(CC1)[C@]1(COC[C@H]1O)C